ONC(=O)C=1C=C2CN3[C@@H](C2=CC1)CCC3 (R)-N-hydroxy-2,3,5,9b-tetrahydro-1H-pyrrolo[2,1-a]isoindole-7-carboxamide